3-(2-aminoquinazolin-6-yl)-4-methyl-N-(4-((4-methylpiperazin-1-yl)methyl)-3-(trifluoromethyl)phenyl)benzamide NC1=NC2=CC=C(C=C2C=N1)C=1C=C(C(=O)NC2=CC(=C(C=C2)CN2CCN(CC2)C)C(F)(F)F)C=CC1C